2H-chromene-3-carboxylate O1CC(=CC2=CC=CC=C12)C(=O)[O-]